Cl.O=C1NC(CCC1C1=CC(=C(C=C1)C1CCN(CC1)CC(=O)O)F)=O 2-[4-[4-(2,6-dioxo-3-piperidinyl)-2-fluoro-phenyl]-1-piperidinyl]acetic acid HCl salt